C(C)(C)(C)OC(=O)N1C(COCC1)C(=O)O 4-[(tert-butyl)oxycarbonyl]morpholine-3-carboxylic acid